CC(C)C1=C2C=CN=CC2=CC=C1 5-(Prop-2-yl)isoquinoline